6-(dimethylamino)-7-fluoro-2-(indolin-1-ylmethyl)-3H-quinazolin-4-one CN(C=1C=C2C(NC(=NC2=CC1F)CN1CCC2=CC=CC=C12)=O)C